4-((2-((4-cyanophenyl)amino)-6-(2-hydroxybenzyl)-5,6,7,8-tetrahydropyrido[4,3-d]pyrimidin-4-yl)oxy)-3,5-dimethylbenzonitrile C(#N)C1=CC=C(C=C1)NC=1N=C(C2=C(N1)CCN(C2)CC2=C(C=CC=C2)O)OC2=C(C=C(C#N)C=C2C)C